N[C@H](CO)C(C)C (S)-(-)-2-amino-3-methyl-1-butanol